C(C)(=O)N1CCCC2=CC(=CC=C12)C(=O)N[C@H]1COC2=CC(=CC=C2C1)N1CCNCC1 (R)-1-acetyl-N-(7-(piperazin-1-yl)chroman-3-yl)-1,2,3,4-tetrahydroquinoline-6-carboxamide